ClC=1N=C(C2=C(N1)C(=C(N=C2)Cl)F)Cl 2,4,7-trichloro-8-fluoropyrido[4,3-d]pyrimidin